FC=1C=C2NC=CC2=C2CCC(NCCCCCCC(C3=CN=C(C=4C(=CC=C(OC12)C4)F)N3)C=3C=C(C=CC3)CCC(=O)O)=O 3-[3-(24,30-Difluoro-14-oxo-26-oxa-3,13,21,32-tetrazapentacyclo-[25.3.1.12,5.017,25.018,22]dotriaconta-1(31),2,4,17,19,22,24,27,29-nonaen-6-yl)phenyl]propanoic acid